C(C\C=C\CCCCCC)C(=O)O trans-3-decenecarboxylic acid